ClC1=NC=CC(=C1C=1C=NN(C1)CCC(C)C)C 2-chloro-3-(1-isopentyl-1H-pyrazol-4-yl)-4-methylpyridine